ClC1=C(C=CC=C1NC1=C(C=CC=C1)N=S(=O)(C)C)[C@@]1(CC(N(C(N1)=N)C1CCOCC1)=O)C (6S)-6-[2-Chloro-3-(2-{[dimethyl(oxo)-λ6-sulfanylidene]amino}anilino)-phenyl]-2-imino-6-methyl-3-(tetrahydropyran-4-yl)-hexahydropyrimidin-4-one